2,2-bis(4-hydroxycyclohexyl)-propane bis(3-mercaptopropionate) SCCC(=O)O.SCCC(=O)O.OC1CCC(CC1)C(C)(C)C1CCC(CC1)O